N-(7-chloro-6-(1-((3S,4S)-4-hydroxy-3-methyltetrahydrofuran-3-yl)piperidin-4-yl)isoquinolin-3-yl)-6-(trifluoromethyl)tetrahydro-2H-pyran-3-carboxamide ClC1=C(C=C2C=C(N=CC2=C1)NC(=O)C1COC(CC1)C(F)(F)F)C1CCN(CC1)[C@]1(COC[C@H]1O)C